Octadecyl 3-[[3-(dodecyloxy)-3-oxopropyl]thio]propionate C(CCCCCCCCCCC)OC(CCSCCC(=O)OCCCCCCCCCCCCCCCCCC)=O